C(C)(C)(C)C=1C=C2C=C(NC2=CC1)C(=O)N[C@H](C(=O)N[C@@H](C[C@H]1C(NCC1)=O)C#N)CC(C)(C)C 5-tert-butyl-N-[(2S)-1-({(1S)-1-cyano-2-[(3S)-2-oxopyrrolidin-3-yl]ethyl}amino)-4,4-dimethyl-1-oxopentan-2-yl]-1H-indole-2-carboxamide